2-(2'-hydroxy-3'-cumyl-5'-t-octylphenyl)benzotriazol OC1=C(C=C(C=C1C(C)(C)C1=CC=CC=C1)C(C)(C)CC(C)(C)C)N1N=C2C(=N1)C=CC=C2